ClC=1C=C2C(N(CN(C2=CC1)C1=C(C=C(C=C1)F)N(C)C)C1=C(NC(C=C1)=O)C)=O 6-chloro-1-(2-(dimethylamino)-4-fluorophenyl)-3-(2-methyl-6-oxo-1,6-dihydropyridin-3-yl)-2,3-dihydroquinazolin-4(1H)-one